tert-butyl N-[2-[5-[1-benzyloxy-3-[(3S)-3-[tert-butyl(dimethyl)silyl]oxybutoxy]-1-(trifluoromethyl)propyl]-1,3,4-oxadiazol-2-yl]-6-bromo-5-(trifluoromethyl)-3-pyridyl]carbamate C(C1=CC=CC=C1)OC(CCOCC[C@H](C)O[Si](C)(C)C(C)(C)C)(C(F)(F)F)C1=NN=C(O1)C1=NC(=C(C=C1NC(OC(C)(C)C)=O)C(F)(F)F)Br